(S)-1-(2-((S)-3-((6-methoxyquinolin-3-yl)(methyl)amino)pyrrolidin-1-yl)Acetyl)pyrrolidine-2-carbonitrile COC=1C=C2C=C(C=NC2=CC1)N([C@@H]1CN(CC1)CC(=O)N1[C@@H](CCC1)C#N)C